iodoisophthaloyl diacetate C(C)(=O)OC(C1=C(C(C(=O)OC(C)=O)=CC=C1)I)=O